(2R,4S)-2-(1-methoxy-6-oxo-3-pyridyl)tetrahydropyran-4-carboxylic acid CON1C=C(C=CC1=O)[C@@H]1OCC[C@@H](C1)C(=O)O